OC1(CN(C1)C1=C(C=C(C=N1)O)C(F)(F)F)C 6-(3-hydroxy-3-methylazetidin-1-yl)-5-(trifluoromethyl)pyridin-3-ol